N-(8-amino-2,7-naphthyridin-4-yl)-2-oxo-2-[(2R,5S)-5-methyl-2-[2-(1-methylazetidin-3-yl)-1,3-benzothiazol-5-yl]-1-piperidyl]acetamide NC=1N=CC=C2C(=CN=CC12)NC(C(N1[C@H](CC[C@@H](C1)C)C=1C=CC2=C(N=C(S2)C2CN(C2)C)C1)=O)=O